6-(3-bromo-1-(3-chloropyridin-2-yl)-1H-pyrazole-5-carboxamido)-N,5-dimethylpyrazolo[1,5-a]pyridine-7-carboxamide BrC1=NN(C(=C1)C(=O)NC=1C(=CC=2N(C1C(=O)NC)N=CC2)C)C2=NC=CC=C2Cl